2-[3-(5-chloro-2-fluoro-phenyl)-1H-pyrazol-4-yl]-7-(4,5,6,7-tetrahydro-2H-pyrazolo[4,3-c]pyridin-3-yl)-1,5-naphthyridine ClC=1C=CC(=C(C1)C1=NNC=C1C1=NC2=CC(=CN=C2C=C1)C=1NN=C2C1CNCC2)F